FC([C@H]1CN(CCC1)C1CCN(CC1)C=1SC(=CN1)C(=O)NCC1=NC=C(C=C1F)F)F |r| racemic-2-[3-(difluoromethyl)[1,4'-bipiperidin]-1'-yl]-N-[(3,5-difluoropyridin-2-yl)methyl]-1,3-thiazole-5-carboxamide